O-(1-oxaspiro(4.4)nonan-3-yl) hydrazinecarbothioate N(N)C(OC1COC2(C1)CCCC2)=S